5-fluoro-2-bromotrifluoromethyl-benzene FC=1C=CC(=C(C1)C(F)(F)F)Br